C1(=CC=C(C=C1)C[C@H](C[C@H](C(=O)O)C)NC(=O)OC(C)(C)C)C1=CC=CC=C1 (2R,4S)-5-(biphenyl-4-yl)-4-[(tert-butoxycarbonyl)amino]-2-methylpentanoic acid